NC=1C2=C(N=CN1)N(C(=C2C2=CC=C(C=C2)OC2=NC=CC(=N2)C)C2=C(C=C(C=C2C)NC(C(=C)C)=O)C)C N-[4-(4-amino-7-methyl-5-{4-[(4-methylpyrimidin-2-yl)oxy]phenyl}-7H-pyrrolo[2,3-d]pyrimidin-6-yl)-3,5-dimethylphenyl]-2-methylpropan-2-enamide